3-AMINO-2-IODOBENZALDEHYDE NC=1C(=C(C=O)C=CC1)I